N[C@H]1C[S@](C=C1)(=N)=O (1S,3R)-3-Amino-1-imino-2,3-dihydrothiophene 1-oxide